2-((17,17,17-trifluoroheptadecyl)oxy)tetrahydro-2H-pyran FC(CCCCCCCCCCCCCCCCOC1OCCCC1)(F)F